C(#N)C1=CC(=C(COC2=C(C=C(C(=N2)N2CCN(CC2)[C@@H](C)C2=NC3=C(N2C[C@H]2OCC2)C=C(C=C3)C(=O)O)F)F)C=C1)F 2-((S)-1-(4-(6-((4-Cyano-2-fluorobenzyl)oxy)-3,5-difluoropyridin-2-yl)piperazin-1-yl)ethyl)-1-(((S)-oxetan-2-yl)methyl)-1H-benzo[d]imidazole-6-carboxylic acid